5-chloro-4-((2-((dimethylamino)methyl)-6-fluorobenzyl)amino)-2-fluoro-N-(thiazol-4-yl)benzenesulfonamide ClC=1C(=CC(=C(C1)S(=O)(=O)NC=1N=CSC1)F)NCC1=C(C=CC=C1F)CN(C)C